S-(2-hydroxyethyl)-L-cysteine C(CSC[C@@H](C(=O)O)N)O